Cl.C12CN(CC(CC1)O2)C2=CC=C(C=N2)C=2C=1N(C=C(C2)C2=CC=C(C=C2)N2CCNCC2)N=CC1C#N 4-[6-(8-oxa-3-azabicyclo[3.2.1]octan-3-yl)-3-pyridyl]-6-(4-piperazin-1-ylphenyl)pyrazolo[1,5-a]pyridine-3-carbonitrile hydrochloric acid salt